C(C(C)C)NC=1C2=C(N=C(N1)NC1=CC=C(C=3CCOC31)C(=O)N3CCC(CC3)N3CCOCC3)NC=C2C(F)(F)F (7-((4-(iso-butylamino)-5-(trifluoromethyl)-7H-pyrrolo[2,3-d]pyrimidin-2-yl)amino)-2,3-dihydrobenzo-furan-4-yl)(4-morpholinopiperidin-1-yl)methanone